diethyl-formamide C(C)N(C=O)CC